BrC1=C(C=NN1CC)CC(CC#N)=O 4-(5-bromo-1-ethyl-1H-pyrazol-4-yl)-3-oxobutanenitrile